4-undecyl-1,10-phenanthroline C(CCCCCCCCCC)C1=CC=NC2=C3N=CC=CC3=CC=C12